[C@H]12CN(C[C@H](CC1)O2)CC(=O)NC=2C=C(C(=NC2)C)NC(=O)C=2C=C1C(=NC2)NC(=C1)C=1C=NN(C1)C N-(5-(2-((1R,5S)-8-oxa-3-azabicyclo[3.2.1]octan-3-yl)acetamido)-2-methylpyridin-3-yl)-2-(1-methyl-1H-pyrazol-4-yl)-1H-pyrrolo[2,3-b]pyridine-5-carboxamide